ClC1=C(C=CC(=C1)OC1=CC=C(C=C1)Cl)[C@]1(OC[C@@H](O1)C)CN1N=CN=C1 1-({(2R,4S)-2-[2-Chloro-4-(4-chlorophenoxy)phenyl]-4-methyl-1,3-dioxolan-2-yl}methyl)-1H-1,2,4-triazol